F[Sb-](F)(F)(F)(F)F.C(CCCCCCC)OC1=CC=C(C=C1)[I+]C1=CC=CC=C1 [4-(Octyloxy)phenyl](phenyl)iodonium hexafluoroantimonate